C(CC(C)CCCC(C)CCCC(C)CCCC(C)C)(=O)OC[C@@H](OC(CC(C)CCCC(C)CCCC(C)CCCC(C)C)=O)COP(=O)(O)OCCN 1,2-di-phytanoyl-sn-glycero-3-phosphorylethanolamine